ClC=1C=C2C=C(NC2=CC1)CNC(N(C)C1CN(CCC1)C(=O)C1C(C1)(F)F)=O 3-[(5-chloro-1H-indol-2-yl)methyl]-1-[1-(2,2-difluorocyclopropanecarbonyl)piperidin-3-yl]-1-methylurea